C(C)(=O)N(C1=C(C=C(C=C1)C1=CC=C(C=N1)C(=O)NCC=1C(=NC=CC1)C)Cl)CC(C)C 6-[4-[acetyl(isobutyl)amino]-3-chloro-phenyl]-N-[(2-methyl-3-pyridyl)methyl]pyridine-3-carboxamide